C(C=C)(=O)N1CC2(C1)CN(CC2)C2=NC1=CC(=CC=C1C(=C2C#N)C2=C1C=NNC1=CC=C2C)C2=CC=NN2C 2-(2-acryloyl-2,6-diazaspiro[3.4]octan-6-yl)-4-(5-methyl-1H-indazol-4-yl)-7-(1-methyl-1H-pyrazol-5-yl)quinoline-3-carbonitrile